FC1=C(CNC2=NS(C3=C(N2)C(=C(C=C3)F)C(C)C3=C(C=CC=C3)F)(=O)=O)C=CC(=C1)F 3-((2,4-difluorobenzyl)amino)-6-fluoro-5-(1-(2-fluorophenyl)ethyl)-4H-benzo[e][1,2,4]thiadiazine 1,1-dioxide